[(3aR,4R,6R,6aR)-4-cyano-4-[4-[(Z)-dimethylaminomethyleneamino]pyrrolo[2,1-f][1,2,4]triazin-7-yl]-2,2-dimethyl-6,6a-dihydro-3aH-furo[3,4-d][1,3]dioxol-6-yl]methyl ethyl carbonate C(OC[C@H]1O[C@]([C@H]2[C@@H]1OC(O2)(C)C)(C2=CC=C1C(=NC=NN12)\N=C/N(C)C)C#N)(OCC)=O